(3Z)-3-(bromomethylidene)pyrrolidine-1-carboxylate Br\C=C\1/CN(CC1)C(=O)[O-]